C(C(O)CO)C(C(=O)O)C(O)(C(=O)O)CC(=O)O.C(CCCCCCC\C=C/CCCCCCCC)(=O)O oleic acid glyceryl-citrate